tert-butyl N-[1-[7-[[7-[2-[(Z)-dimethylaminomethyleneamino]-2-oxo-ethyl]-2-methyl-indazol-5-yl]carbamoyl]-2-methyl-indazol-4-yl]-4-piperidyl]-N-ethyl-carbamate CN(C)\C=N/C(CC1=CC(=CC2=CN(N=C12)C)NC(=O)C1=CC=C(C2=CN(N=C12)C)N1CCC(CC1)N(C(OC(C)(C)C)=O)CC)=O